O1[C@H](COCC1)CN1N=C2C3=C(CCC2=C1)OC(=C3C(F)(F)F)C(=O)NC[C@H]3OCCC3 2-{[(2S)-1,4-dioxan-2-yl]methyl}-N-{[(2S)-oxolan-2-yl]methyl}-8-(trifluoromethyl)-4,5-dihydro-2H-furo[2,3-g]indazole-7-carboxamide